N-heptyl-2-benzothiazolyl-sulphenamide C(CCCCCC)NSC=1SC2=C(N1)C=CC=C2